(((2-bromo-4-(trifluoromethyl)phenyl)thio)methyl)pyridine BrC1=C(C=CC(=C1)C(F)(F)F)SCC1=NC=CC=C1